ClC1=C(C=C(C=C1)N1C(N(C2(C1=O)CCN(CC2)CC2(CCOCC2)O)CC)=O)C2CC2 3-(4-chloro-3-cyclopropylphenyl)-1-ethyl-8-((4-hydroxytetrahydro-2H-pyran-4-yl)methyl)-1,3,8-triazaspiro[4.5]decane-2,4-dione